BrCC(CC1N(CC1)C(=O)O)=O (3-bromo-2-oxopropyl)azetidine-1-carboxylic acid